FC(COC=1C=C(C#N)C=CC1)(F)F 3-(2,2,2-trifluoroethoxy)benzonitrile